OC1=CC=CC=2OC3=CC=CC(=C3C(C12)=O)OC 1-hydroxy-8-methoxy-9-oxo-9H-xanthene